methyl (S)-5-bromo-1-(2-((tert-butoxycarbonyl)amino)-3-hydroxypropyl)-3,3-difluoro-1,2,3,4-tetrahydrothieno[3,4-b]pyridine-7-carboxylate BrC=1SC(=C2N(CC(CC21)(F)F)C[C@@H](CO)NC(=O)OC(C)(C)C)C(=O)OC